N1(CCC2=CC=CC=C12)S(=O)(=O)C=1C=C(C(=O)NC2=CC(=CC=C2)S(N)(=O)=O)C=CC1 3-(indolin-1-ylsulfonyl)-N-(3-sulfamoylphenyl)benzamide